F[C@@H]1CN(C[C@H](C1)NC1=NC=CC(=N1)C1=C(N=C(S1)C)OC1=CC=C(C=C1)NS(=O)(=O)CC(F)(F)F)C(=O)OC(C)(C)C tert-butyl (3S,5S)-3-fluoro-5-[[4-[2-methyl-4-[4-(2,2,2-trifluoroethylsulfonylamino)phenoxy]thiazol-5-yl]pyrimidin-2-yl]amino]piperidine-1-carboxylate